(S)-N-((1H-pyrrolo[3,2-c]pyridin-2-yl)methyl)-3'-(benzylamino)-1'-chloro-4'-oxo-6',7'-dihydro-4'H-spiro[cyclopropane-1,8'-pyrrolo[1,2-a]pyrazine]-6'-carboxamide N1C(=CC=2C=NC=CC21)CNC(=O)[C@@H]2CC1(C=3N2C(C(=NC3Cl)NCC3=CC=CC=C3)=O)CC1